(3R)-5,7-dihydroxy-8-methyl-3-(2',4'-dihydroxybenzyl)-chroman-4-one OC1=C2C([C@@H](COC2=C(C(=C1)O)C)CC1=C(C=C(C=C1)O)O)=O